CC(C(=O)N1C(C[C@H]1C1=CC=CC=C1)=O)(CC)C (S)-1-(2,2-dimethylbutanoyl)-4-phenylazetidin-2-one